FC(C(=O)NC1=C(C=C(C=C1)CCC1=CC=C(C=C1)C(F)(F)F)N1CCCCC1)C(CCCC)F 2,3-difluoro-N-(2-(piperidin-1-yl)-4-(4-(trifluoromethyl)phenethyl)phenyl)heptanamide